5-((5-Chloro-2-(3,5-dimethyl-1H-pyrazol-1-yl)-6-methylpyrimidin-4-yl)amino)-3-(3-hydroxy-3-methylbutyl)-1-methyl-1,3-dihydro-2H-benzo[d]imidazol-2-on ClC=1C(=NC(=NC1C)N1N=C(C=C1C)C)NC1=CC2=C(N(C(N2CCC(C)(C)O)=O)C)C=C1